3-(3-((5-(4-chlorophenyl)-1,3,4-oxadiazol-2-yl)thio)propoxy)-5,7-dimethoxy-2-(3,4,5-trimethoxyphenyl)-4H-chromen-4-one ClC1=CC=C(C=C1)C1=NN=C(O1)SCCCOC1=C(OC2=CC(=CC(=C2C1=O)OC)OC)C1=CC(=C(C(=C1)OC)OC)OC